NC1=NN2C(C=C(C=C2)C=2C=C(C(=NC2)CC)C(=O)NCCC(C)C2=CC=CC=C2)=N1 5-{2-amino-[1,2,4]triazolo[1,5-a]pyridin-7-yl}-2-ethyl-N-(3-phenylbutyl)pyridine-3-carboxamide